(S,E)-tert-Butyl-2-((3-(2-((tert-butoxycarbonyl)amino)-7-(dimethylamino)-7-oxohept-5-enamido)-2-oxopyridin-1(2H)-yl)methyl)-4-isobutyl-1H-benzo[d]imidazol-1-carboxylat C(C)(C)(C)OC(=O)N1C(=NC2=C1C=CC=C2CC(C)C)CN2C(C(=CC=C2)NC([C@H](CC\C=C\C(=O)N(C)C)NC(=O)OC(C)(C)C)=O)=O